2,6-Dihydroxyethyl-aminomethyltoluene OCCC(C1=CC=CC=C1O)CN